ethyl (E)-2-((2-chloro-4-((2,4-dimethoxybenzyl)amino)pyrimidin-5-yl)imino)acetate ClC1=NC=C(C(=N1)NCC1=C(C=C(C=C1)OC)OC)\N=C\C(=O)OCC